2H-imidazol-3-ium N=1C[NH+]=CC1